C(C)OC1=CC=C(C=C1)/C=C/C(=O)N(CC1OCCC1)CC (E)-3-(4-ethoxyphenyl)-N-ethyl-N-(tetrahydrofuran-2-ylmethyl)prop-2-enamide